N'-hydroxy-4-(2-methyl-1,3-dioxolan-2-yl)benzamidine ON=C(C1=CC=C(C=C1)C1(OCCO1)C)N